3,3-dimethylbutyl ((4-nitrophenoxy)(phenoxy)phosphoryl)-L-alaninate [N+](=O)([O-])C1=CC=C(OP(=O)(OC2=CC=CC=C2)N[C@@H](C)C(=O)OCCC(C)(C)C)C=C1